BrC=1C=C(C(=NC1)C1=CC(=CN1C)C(=O)OC)OCOC methyl 5-[5-bromo-3-(methoxymethoxy)pyridin-2-yl]-1-methylpyrrole-3-carboxylate